4-1,4-ditolyl-1,3-butadiene C1(=CC=C(C=C1)C=CC=CC1=CC=C(C=C1)C)C